N-(3-(1,1-difluoroethyl)phenyl)-1-(4-methoxy-3-(1-methyl-1H-imidazol-2-yl)phenyl)-3-methyl-5-oxo-4,5-dihydro-1H-pyrazole-4-carboxamide FC(C)(F)C=1C=C(C=CC1)NC(=O)C1C(=NN(C1=O)C1=CC(=C(C=C1)OC)C=1N(C=CN1)C)C